ClC1=C(C(=CC=C1)F)C(=O)N1[C@H](C=2C(CC1)=C(N(N2)C)C2=CC(=CC(=C2)F)F)C (S)-(2-chloro-6-fluorophenyl)(3-(3,5-difluorophenyl)-2,7-dimethyl-2,4,5,7-tetrahydro-6H-pyrazolo[3,4-c]pyridin-6-yl)methanone